O=C1NC(CCC1N1C(C2=CC=C(C=C2C1)CN1C(C=CC2=CC=CC=C12)C1=CC=C(C=C1)C)=O)=O N-((2-(2,6-dioxopiperidin-3-yl)-1-oxoisoindolin-5-yl)methyl)-2-(p-tolyl)quinoline